[Cl-].C(CCCCCCCCCC)[N+]1(CCCC1)CCCC 1-undecyl-1-butylpyrrolidinium chloride